Cl.N1=CN=C2NC=NC2=C1N1CCSC(=C1)C(=O)N1C[C@H](CCC1)N (S)-(4-(9H-purin-6-yl)-3,4-dihydro-2H-1,4-thiazin-6-yl)(3-aminopiperidin-1-yl)methanone hydrochloride